3-methylundec-4-en-1-ol CC(CCO)C=CCCCCCC